7-((4-(2-methyl-6-(methylcarbamoyl)pyridin-3-yl)piperazin-1-yl)methyl)-9-fluorothieno[2,3-c]quinolin-4(5H)-one CC1=NC(=CC=C1N1CCN(CC1)CC=1C=C(C=2C3=C(C(NC2C1)=O)SC=C3)F)C(NC)=O